8-[(2S,6R)-2-[[4-[2-[(3R,4S)-4-amino-3-fluoro-1-piperidyl]pyrimidin-4-yl]piperazin-1-yl]methyl]-6-methyl-morpholin-4-yl]quinoxaline-5-carbonitrile N[C@@H]1[C@@H](CN(CC1)C1=NC=CC(=N1)N1CCN(CC1)C[C@H]1CN(C[C@H](O1)C)C1=CC=C(C=2N=CC=NC12)C#N)F